4-bromo-3-(pyrrolidin-1-yl)pyridine BrC1=C(C=NC=C1)N1CCCC1